7-methoxy-N-[(1s,4s)-4-{[2-(trifluoromethyl)imidazo[1,2-a]pyridin-5-yl]amino}cyclohexyl]-1-benzofuran-2-carboxamide COC1=CC=CC=2C=C(OC21)C(=O)NC2CCC(CC2)NC2=CC=CC=1N2C=C(N1)C(F)(F)F